(3E)-14,14-didecyloxy-3-tetradecen-1-ol C(CCCCCCCCC)OC(CCCCCCCCC/C=C/CCO)OCCCCCCCCCC